diethylhexyl-dithiophosphoric acid C(C)C(CCCCC)(SP(O)(O)=S)CC